(γ-maleimidobutyryloxy)sulfosuccinimide C1(C=CC(N1CCCC(=O)OC1(C(=O)NC(C1)=O)S(=O)(=O)O)=O)=O